COC(=O)C1=CC(=C(C=C1)NC(C[C@H]1CN(CC1)C(=O)OC(C)(C)C)=O)NC[C@H]1OCC1 tert-Butyl (S)-3-(2-((4-(methoxycarbonyl)-2-((((S)-oxetan-2-yl)methyl)amino)phenyl)amino)-2-oxoethyl)pyrrolidine-1-carboxylate